4-(2-oxopyrrolidin-1-yl)pyrimidin-2(1H)-one O=C1N(CCC1)C1=NC(NC=C1)=O